[Si](C)(C)(C(C)(C)C)O[Si](C)(C)C(C)(C)C bis(t-butyldimethylsilyl) ether